6-methoxyspiro[chroman-2,4'-piperidine]-1'-carboxylic acid tert-butyl ester C(C)(C)(C)OC(=O)N1CCC2(CC1)OC1=CC=C(C=C1CC2)OC